CC1CC(CCC1)NC(=O)CC(C(CC(=O)NC1CC(CCC1)C)C(=O)NC1CC(CCC1)C)C(=O)NC1CC(CCC1)C 1,2,3,4-butanetetracarboxylic acid tetrakis(3-methylcyclohexylamide)